COC1=CC(=CC2=C1N(C(=N2)C(C(F)(F)F)(C2=CC=CC=C2)O)C)C(=O)O 7-methoxy-1-methyl-2-(2,2,2-trifluoro-1-hydroxy-1-phenylethyl)-1H-benzo[d]Imidazole-5-carboxylic acid